OC1(CC1)[C@H](N1CC2=CC(=CC(=C2CC1)C1NCCC1)C=1C=C2C(=NC1)NC=C2C)C(=O)[C@H](C2(CC2)O)N2CC1=CC(=CC(=C1CC2)C2NCCC2)C=2C=C1C(=NC2)NC=C1C (S)-(1-hydroxycyclopropyl)(7-(3-Methyl-1H-pyrrolo[2,3-b]pyridin-5-yl)-5-(pyrrolidin-2-yl)-3,4-dihydroisoquinolin-2(1H)-yl)methyl Ketone